1-Propyl-4-ethylpiperidinium methansulfonat CS(=O)(=O)[O-].C(CC)[NH+]1CCC(CC1)CC